ClC1=C(C(=CC=C1)F)NC(C1=C(C=C(C(=C1)F)C=1SC(=C(N1)CC)CO)O[C@H](C(F)(F)F)C)=O (S)-N-(2-chloro-6-fluorophenyl)-4-(4-ethyl-5-(hydroxymethyl)thiazol-2-yl)-5-fluoro-2-((1,1,1-trifluoropropan-2-yl)oxy)benzamide